Tert-butyl 3-(1-(cyclohexylmethyl)-5-methyl-1H-pyrazol-4-yl)-6-(methylamino)picolinate C1(CCCCC1)CN1N=CC(=C1C)C=1C(=NC(=CC1)NC)C(=O)OC(C)(C)C